CC(CC(C)C)C1=C(C=CC=C1)NC(=O)C=1C(=NN(C1F)C)C N-[2-(1,3-dimethylbutyl)phenyl]-5-fluoro-1,3-dimethyl-1H-pyrazole-4-carboxamide